(2R,5S)-tert-butyl 4-((S)-10-bromo-9-chloro-6-cyano-3-((dimethylamino)methyl)-5-oxo-3,5-dihydro-2H-[1,4]oxazino[2,3,4-ij]quinolin-7-yl)-2,5-dimethylpiperazine-1-carboxylate BrC1=C(C=C2C(=C(C(N3C2=C1OC[C@@H]3CN(C)C)=O)C#N)N3C[C@H](N(C[C@@H]3C)C(=O)OC(C)(C)C)C)Cl